5-Nitro-2-pyridylsulfamic acid sodium salt [Na+].[N+](=O)([O-])C=1C=CC(=NC1)NS([O-])(=O)=O